3-(piperazin-1-yl)-7-(1-((2-(trimethylsilyl)ethoxy)methyl)-1H-indazol-4-yl)-5,6,7,8-tetrahydroimidazo[1,2-a]pyrazine-2-carbonitrile N1(CCNCC1)C1=C(N=C2N1CCN(C2)C2=C1C=NN(C1=CC=C2)COCC[Si](C)(C)C)C#N